(2-oxa-3-azabicyclo[2.2.2]oct-5-en-3-yl)(naphthalen-2-yl)methanone C12ON(C(C=C1)CC2)C(=O)C2=CC1=CC=CC=C1C=C2